4-[4-[3-Chloro-4-[2-(2,2-difluoroethylamino)-1-(5-fluoro-2-pyridyl)ethoxy]pyrazolo[1,5-a]pyridin-6-yl]-5-methyl-triazol-1-yl]piperidine-1-carbonitrile ClC=1C=NN2C1C(=CC(=C2)C=2N=NN(C2C)C2CCN(CC2)C#N)OC(CNCC(F)F)C2=NC=C(C=C2)F